COC[C@H]1OC2=C(CNC1)C=CC(=C2)C(=O)OC methyl (S)-2-(methoxymethyl)-2,3,4,5-tetrahydrobenzo[f][1,4]oxazepine-8-carboxylate